(pyrrolidine-1-carbonyl)-1,3-benzoxazole N1(CCCC1)C(=O)C=1OC2=C(N1)C=CC=C2